COC1(C=2N=CN([C@H]3[C@H](O)[C@H](O)[C@@H](CO)O3)C2N=C(N1)N)O 6-Methoxyguanosin